FC1=CC(=C(C=C1)[C@@H]1[C@@H](O[C@@]([C@@H]1C)(C(F)(F)F)C)C(=O)NC1=CC(=NC=C1)C(=O)N)O (2R,3R,4R,5S)-4-[[3-(4-Fluoro-2-hydroxy-phenyl)-4,5-dimethyl-5-(trifluoromethyl)tetrahydrofuran-2-carbonyl]amino]pyridin-2-carboxamid